C1(CCCC1)N(CCO)CCO 2,2'-(cyclopentylimino)diethanol